C(C)(=O)C=1C(NC2=CC=NC=C2C1C)=O 3-acetyl-4-methyl-1,6-naphthyridin-2(1H)-one